tert-butyl 2-((1-((trimethylsilyl)methyl)-1H-1,2,3-triazol-4-yl)methyl)-7-azaspiro[3.5]nonane-7-carboxylate C[Si](C)(C)CN1N=NC(=C1)CC1CC2(C1)CCN(CC2)C(=O)OC(C)(C)C